sodium borate bromide [Br-].B(O)(O)O.[Na+]